CN1C(=NN=C1)SC(C)C=1C=C(C=CC1)C1N(CC1)C(=O)N (3-(1-(4-methyl-4H-1,2,4-triazol-3-ylthio)ethyl)phenyl)azetidine-1-carboxamide